7-(1-(1,3,4-Thiadiazol-2-yl)piperidin-4-yl)-3-methyl-5-((3-(trifluoromethyl)pyridin-2-yl)methyl)pyrido[2,3-b]pyrazin-6(5H)-one S1C(=NN=C1)N1CCC(CC1)C1=CC=2C(=NC(=CN2)C)N(C1=O)CC1=NC=CC=C1C(F)(F)F